ClC1=CC=C(C=C1)C=1N=CN(C1C1=CC=NC=C1)CC(=O)N(C)[C@H]1CN(CC1)C(=O)OC(C)(C)C tert-butyl (3R)-3-{2-[4-(4-chlorophenyl)-5-(pyridin-4-yl)-1H-imidazol-1-yl]-N-methylacetamido}pyrrolidine-1-carboxylate